6-(4-cyclopropyl-6-methoxypyrimidin-5-yl)-1-(4-(1-isopropyl-4-(trifluoromethyl)-1H-imidazol-2-yl) benzyl)-1H-pyrazolo[3,4-d]pyrimidin-3-yl trifluoromethanesulfonate FC(S(=O)(=O)OC1=NN(C2=NC(=NC=C21)C=2C(=NC=NC2OC)C2CC2)CC2=CC=C(C=C2)C=2N(C=C(N2)C(F)(F)F)C(C)C)(F)F